C1=NC=CC2=CC(=CC=C12)[C@@H]1N(C[C@H](CC1)C)C(C(=O)N)=O |r| rac-2-((2R,5S)-2-(isoquinolin-6-yl)-5-methylpiperidin-1-yl)-2-oxoacetamide